(S)-5-(5-(3,5-dimethylisoxazol-4-yl)-1-(1,1-dioxidotetrahydro-2H-thiopyran-4-yl)-1H-benzo[d]imidazol-2-yl)-1-(3-fluoro-4-methoxyphenyl)pyrrolidin-2-one CC1=NOC(=C1C1=CC2=C(N(C(=N2)[C@@H]2CCC(N2C2=CC(=C(C=C2)OC)F)=O)C2CCS(CC2)(=O)=O)C=C1)C